C(#N)C=1C=NN2C1C(=CC(=C2)OCC(C)(C)O)C=2CCN(CC2)C(=O)OC(C)(C)C tert-butyl 4-(3-cyano-6-(2-hydroxy-2-methylpropoxy) pyrazolo[1,5-a]pyridin-4-yl)-3,6-dihydropyridine-1(2H)-carboxylate